FC1=C(C=CC(=C1)F)C1=CC=C(S1)C=O 5-(2,4-difluorophenyl)thiophene-2-carbaldehyde